C(C)(C)(C)OC=1C2=C(N=C(N1)OC[C@]13CCCN3C[C@@H](C1)F)NC1=C2C=CN=C1Cl 4-(tert-butoxy)-8-chloro-2-(((2R,7aS)-2-fluorotetrahydro-1H-pyrrolizin-7a(5H)-yl)methoxy)-9H-pyrido[4',3':4,5]pyrrolo[2,3-d]pyrimidine